FC(C(=O)O)(OC(C(C(C(C(C(C(C(C(C(F)(F)F)(F)F)(F)F)(F)F)(F)F)(F)F)(F)F)(F)F)(F)F)(F)F)F perfluorodecyloxyacetic acid